N1(CCNCC1)CCOCCOCCOCCC(=O)OC(C)(C)C tert-butyl 3-(2-(2-(2-(piperazin-1-yl)ethoxy)ethoxy)ethoxy)propanoate